2-amino-6-(5H-imidazo[5,1-a]isoindol-5-yl)-5,6,7,8-tetrahydroquinazolin-5-ol NC1=NC=2CCC(C(C2C=N1)O)C1N2C(C3=CC=CC=C13)=CN=C2